[Si](C1=CC=CC=C1)(C1=CC=CC=C1)(C(C)(C)C)OC1C(COC1)N1CCN(CC1)C(=O)OC(C)(C)C tert-butyl 4-(4-((tert-butyldiphenylsilyl)oxy) tetrahydrofuran-3-yl)piperazine-1-carboxylate